ClC1=CC=C(C=C1)S(=O)(=O)NC1=C(C=CC=C1)C(C)(C1=CC=CC=C1)O 4-chloro-N-(2-(1-hydroxy-1-phenylethyl)phenyl)benzenesulfonamide